FC(S(=O)(=O)N1CCC2(C[C@H]([C@H]2O)[C@@H]2N3C(C4=CC=CC=C24)=CN=C3)CC1)F (1R,2S)-7-difluoromethanesulfonyl-2-[(5S)-5H-imidazo[4,3-a]isoindol-5-yl]-7-azaspiro[3.5]nonan-1-ol